C1(CC1)CN1C=C(C2=NN(C(C(=C21)C=2C=NC(=CC2)C)=O)C2=CC=C(C=C2)OC([2H])([2H])[2H])C#N 5-(cyclopropylmethyl)-2-(4-(methoxy-d3)phenyl)-4-(6-methylpyridin-3-yl)-3-oxo-3,5-dihydro-2H-pyrrolo[3,2-c]pyridazine-7-carbonitrile